BrC1=C(N=C(N1CC(=O)N1CCN(CC1)C(=O)OC(C)(C)C)C=1C=NC(=CC1)OC)C1=CC=C(C=C1)Cl tert-Butyl 4-[2-[5-bromo-4-(4-chlorophenyl)-2-(6-methoxy-3-pyridyl)imidazol-1-yl]acetyl]piperazine-1-carboxylate